(7R,14R)-11-((2-aminopyrimidin-5-yl)ethynyl)-1-(difluoromethoxy)-6-(methyl-d3)-6,7-dihydro-7,14-methanobenzo[f]benzo[4,5]imidazo[1,2-a][1,4]diazocin-5(14H)-one NC1=NC=C(C=N1)C#CC1=CC2=C(N=C3N2[C@H]2C4=C(C(N([C@@H]3C2)C([2H])([2H])[2H])=O)C=CC=C4OC(F)F)C=C1